Tert-butyl 6-(methyl(5-methyl-6-(thiazolo[5,4-b]pyridin-2-yl((2-(trimethylsilyl)ethoxy)methyl)amino)pyridazin-3-yl)amino)-3-(5-methyl-1-neopentyl-1H-pyrazol-4-yl)picolinate CN(C1=CC=C(C(=N1)C(=O)OC(C)(C)C)C=1C=NN(C1C)CC(C)(C)C)C=1N=NC(=C(C1)C)N(COCC[Si](C)(C)C)C=1SC2=NC=CC=C2N1